cyclohexyl methyl (2,2,2-trifluoroethyl)phosphonate FC(CP(OC1CCCCC1)(OC)=O)(F)F